OC1=CC=C(C=C1)C=C(C(=O)NC1=C(C(=O)O)C=CC=C1)C(=O)O 2-(3-(4-hydroxy-phenyl)-2-carboxy-acrylamido)-benzoic acid